C1(=CC=CC=C1)C=1OC(CN1)(C1=CC=CC=C1)CN(S(=O)(=O)C1=CC=C(C=C1)C)C N-((2,5-diphenyl-4,5-dihydro-oxazol-5-yl)methyl)-N,4-dimethyl-benzenesulfonamide